C(C)N(CCC1=CNC2=CC=CC(=C12)O)C N-ethyl-4-hydroxy-N-methyltryptamine